C1(CCCCC1)[NH2+]C1CCCCC1.CN[C@@H](COCC1=CC=CC=C1)C(=O)[O-] Nα-methyl-O-benzyl-L-serine dicyclohexylammonium salt